1-((1-acryloyl-3-fluoroazetidin-3-yl)methyl)-7-chloro-6-(2-fluorophenyl)-4-(2-isopropyl-4-methylpyridin-3-yl)-1,4-dihydropyrido[2,3-b]pyrazine-2,3-dione C(C=C)(=O)N1CC(C1)(F)CN1C2=C(N(C(C1=O)=O)C=1C(=NC=CC1C)C(C)C)N=C(C(=C2)Cl)C2=C(C=CC=C2)F